(3-chloro-4-(4-(trifluoromethyl)-2H-1,2,3-triazol-2-yl)phenyl)acrylamide ClC=1C=C(C=CC1N1N=CC(=N1)C(F)(F)F)C(C(=O)N)=C